C(C(C)C)N1CC(CCC1)C(=O)NC=1N=CC2=CC=C(C=C2C1)C1=CN=CN1C 1-isobutyl-N-(6-(1-methyl-1H-imidazol-5-yl)isoquinolin-3-yl)piperidine-3-carboxamide